1,3-bis-(hydroxyethylthio)-2-propanol OCCSCC(CSCCO)O